C(C(=C)C)(=O)OCCCS(=O)(=O)O.[K] potassium 3-sulfopropyl methacrylate